C1(CC1)OC=1C=C(C=CC1)C1=CC(=NN1C1=C(C=CC=C1)N1C[C@H](CC1)O)COC(C(=O)OC)(C)C Methyl 2-([5-(3-cyclopropoxyphenyl)-1-[2-[(3S)-3-hydroxypyrrolidin-1-yl]phenyl]-1H-pyrazol-3-yl]methoxy)-2-methylpropanoate